C1(CCCC1)CCC1=CC2=C(S1)C1=CC=3C=CC4=C(SC=C4)C3C=C1C=C2 2-(2-cyclopentylethyl)anthra[1,2-b:5,6-b']dithiophene